C(C)OC(=O)C1(CC1)N1N=C(C=C1C(=O)OCC)C1=CC=C(C=C1)F ethyl 1-(1-(ethoxycarbonyl)cyclopropyl)-3-(4-fluorophenyl)-1H-pyrazole-5-carboxylate